5-chloro-4,7-difluoro-3,3-dimethyl-1H-indol-2-one ClC=1C(=C2C(C(NC2=C(C1)F)=O)(C)C)F